C1(CC1)C=1C=CC=2N(C1)C=C(N2)C(O)C2=NC=NC(=C2)NCC2=C(C(=CC=C2N2N=NN=C2)OC)F (6-cyclopropylimidazo[1,2-a]pyridin-2-yl)(6-((2-fluoro-3-methoxy-6-(1H-tetrazol-1-yl)benzyl)amino)pyrimidin-4-yl)methanol